COC(C(C(SC1=C(C=CC=C1)N)C1=CC=C(C=C1)OC)O)=O 3-(4-methoxyphenyl)-3-(2-aminophenylthio)-2-hydroxypropionic acid methyl ester